O1C(=NC2=C1C=CC=C2)C(=O)N2[C@H](C1=C(CC2)NC=N1)C1=NN2C(C(=CC=C2)C(F)F)=C1 (R)-benzo[d]oxazol-2-yl(4-(4-(difluoromethyl)pyrazolo[1,5-a]pyridin-2-yl)-1,4,6,7-tetrahydro-5H-imidazo[4,5-c]pyridin-5-yl)methanone